N-(5-(5-(difluoromethyl)-1,2,4-oxadiazol-3-yl)-2,3-dihydro-1H-inden-1-yl)-6-methylpyrazine-2-carboxamide FC(C1=NC(=NO1)C=1C=C2CCC(C2=CC1)NC(=O)C1=NC(=CN=C1)C)F